inosinic acid, inosinic acid salt [C@@H]1([C@H](O)[C@H](O)[C@@H](COP(=O)(O)O)O1)N1C=NC=2C(O)=NC=NC12.[C@@H]1([C@H](O)[C@H](O)[C@@H](COP(=O)(O)O)O1)N1C=NC=2C(O)=NC=NC12